2,6-Bis((1H-indazol-4-yl)methyl)-4-methyl-4H-thiazolo[5',4':4,5]pyrrolo[2,3-d]pyridazin-5(6H)-one N1N=CC2=C(C=CC=C12)CC=1SC2=C(N(C=3C(N(N=CC32)CC3=C2C=NNC2=CC=C3)=O)C)N1